1-(p-hydroxyphenyl)ethylamine CC(C1=CC=C(C=C1)O)N